2-amino-1-(5-hydroxy-2-methyl-phenyl)-5-(3-morpholinoprop-1-ynyl)pyrrolo[3,2-b]pyridine-3-carboxamide NC1=C(C2=NC(=CC=C2N1C1=C(C=CC(=C1)O)C)C#CCN1CCOCC1)C(=O)N